4-(4-methylpiperazin-1-ylsulfonyl)phenylboronic acid pinacol ester CN1CCN(CC1)S(=O)(=O)C1=CC=C(C=C1)B1OC(C)(C)C(C)(C)O1